C(C)(CCC)C=1C=C(C(C(=O)O)=CC1)C(=O)O 4-secondary amyl-phthalic acid